[S-2].[Zn+2].[Sn+4].[S-2].[S-2] tin-zinc sulfide